FC=1C=C(C=CC1F)C1(CCN(CC1)C1=NC(=NC(=C1)N1C(=NC=C1)C1=NC=CC=C1)C)O 4-(3,4-difluorophenyl)-1-(2-methyl-6-(2-(pyridin-2-yl)-1H-imidazol-1-yl)pyrimidin-4-yl)piperidin-4-ol